4-{4-chloro-1H-pyrrolo[3,2-c]pyridin-3-yl}-2-methyl-6-{[6-(trifluoromethyl)pyridin-3-yl]oxy}pyridine ClC1=NC=CC2=C1C(=CN2)C2=CC(=NC(=C2)OC=2C=NC(=CC2)C(F)(F)F)C